(R)-2-hydroxymethylpiperazine OC[C@@H]1NCCNC1